C1(CC1)C=1N=CN(C(C1)=O)CC1=CC=C2[C@](NC(NC2=C1)=O)(C(F)(F)F)C#CC1CC1 (S)-7-((4-cyclopropyl-6-oxopyrimidin-1(6H)-yl)methyl)-4-(cyclopropylethynyl)-4-(trifluoromethyl)-3,4-dihydroquinazolin-2(1H)-one